C[C@@H](C(=O)N[C@H]1C2=C(CN3N(C1=O)CCC3)C=CC=C2)CC2=NC3=C(N2)C(=CC=C3)C(F)(F)F (R)-2-Methyl-N-((S)-11-oxo-2,3,10,11-tetrahydro-1H,5H-benzo[d]pyrazolo[1,2-a][1,2]diazepin-10-yl)-3-(7-(trifluoromethyl)-1H-benzo[d]imidazol-2-yl)propanamid